C1(=CC=CC=C1)C1OC(CC(O1)=O)=O 2-phenyl-[1,3]-dioxane-4,6-dione